FC(C1=CC(=NC=C1C(C(F)(F)F)C)C1=CC(=C2C=NC(=NN21)N[C@H]2[C@@H](COCC2)O)F)F (3S,4R)-4-((7-(4-(difluoromethyl)-5-(1,1,1-trifluoropropan-2-yl)pyridin-2-yl)-5-fluoropyrrolo[2,1-f][1,2,4]triazin-2-yl)amino)tetrahydro-2H-pyran-3-ol